N1=CN=CC=C1C1=CC=NC=N1 Bipyrimidin-6-yl